rel-3-[4-chloro-3-(2-methyl-6-{[(1r,4r)-4-(trifluoromethyl)cyclohexyl]oxy}pyridin-4-yl)-1H-pyrrolo[3,2-c]pyridin-1-yl]-1lambda6-thietane-1,1-dione ClC1=NC=CC2=C1C(=CN2C2CS(C2)(=O)=O)C2=CC(=NC(=C2)OC2CCC(CC2)C(F)(F)F)C